3-chloro-7-(4,4,5,5-tetramethyl-1,3,2-dioxaborolan-2-yl)-5-trityl-5H-pyrrolo[2,3-b]pyrazine ClC1=CN=C2C(=N1)N(C=C2B2OC(C(O2)(C)C)(C)C)C(C2=CC=CC=C2)(C2=CC=CC=C2)C2=CC=CC=C2